FC1=C(C=CC2=CC=CC=C12)C(=O)O 1-fluoro-2-naphthoic acid